BrC=1C=C2C(=[N+](N(C2=CC1)C)[O-])C1=CC(CC(O1)=O)(C)C 5-Bromo-3-(4,4-dimethyl-2-oxo-3,4-dihydro-2H-pyran-6-yl)-1-methyl-1H-indazole 2-oxide